C(CC(O)(C(=O)O)CC(=O)O)(=O)O.C1(=CC=CC=C1)S(=O)(=O)OC1=C(C=CC=2CC3N(CC12)CCC=1C=C(C(=CC13)OC)OC)OC 2,3,10-Trimethoxy-5,6,7,8,13,13a-hexahydroisoquinolino[2,1-b]isoquinolin-9-yl benzenesulfonate citrate